FC1=CC=C(C=C1)C1=C(N=C(C2=CC(=CC=C12)O)O[C@@H](C(=O)O)C)C1CCOCC1 (R)-2-((4-(4-fluorophenyl)-7-hydroxy-3-(tetrahydro-2H-pyran-4-yl)isoquinolin-1-yl)oxy)propanoic acid